C(C1=CC=CC=C1)(=O)N1CCC(CC1)CCCNC(=O)C1=CC=2C=NC=CC2N1 N-(3-(1-benzoylpiperidin-4-yl)propyl)-1H-pyrrolo[3,2-c]pyridine-2-carboxamide